OC(CO)C(CC=CC(=O)N)C=CC(=O)N (1,2-dihydroxyethyl-ethylene)bisacrylamide